(R)-4-(8-(3-aminopiperidin-1-yl)-3-(p-tolyl)imidazo[1,2-a]pyrazin-2-yl)benzonitrile hydrochloride Cl.N[C@H]1CN(CCC1)C=1C=2N(C=CN1)C(=C(N2)C2=CC=C(C#N)C=C2)C2=CC=C(C=C2)C